F[P-](F)(F)(F)(F)F.N1(N=NC2=C1C=CC=C2)O[P+](N2CCCC2)(N2CCCC2)N2CCCC2 (Benzotriazol-1-yloxy)tripyrrolidino-phosphonium hexafluoro-phosphat